Monochlorodi-n-pentylaluminum Cl[Al](CCCCC)CCCCC